ClC1=C2C=NN(C2=CC=C1B1OC(C(O1)(C)C)(C)C)C1CC1 4-chloro-1-cyclopropyl-5-(4,4,5,5-tetramethyl-1,3,2-dioxaborolan-2-yl)-1H-indazole